COC=1C=C(C=C(C1)OC)N1C(CN(C(C1)=O)C(C(C)(C)C)=O)=O 1-(3,5-dimethoxyphenyl)-4-pivaloylpiperazine-2,5-dione